C(C=C)(=O)N1CC(CC1)N1N=C(C2=CC=CC(=C12)C(=O)NC(C)(C)C)C1=CC=C(C=C1)C(F)(F)F 1-(1-acryloylpyrrolidin-3-yl)-N-(tert-butyl)-3-(4-(trifluoromethyl)-phenyl)-1H-indazole-7-carboxamide